2-prop-2-ynyl-piperazine-1-carboxylic acid tert-butyl ester C(C)(C)(C)OC(=O)N1C(CNCC1)CC#C